CN(CCC[C@H](C(C)C)N1CC2(C1)CN(CC2)C=2N=CN=NC2OC2=C(C(=O)N(C(C)C)CC)C=C(C=C2)F)C (R)-2-((5-(2-(6-(dimethylamino)-2-methylhex-3-yl)-2,6-diazaspiro[3.4]oct-6-yl)-1,2,4-triazin-6-yl)oxy)-N-ethyl-5-fluoro-N-isopropylbenzamide